3-(((2-chloro-[1,1'-biphenyl]-4-yl)methyl)amino)-N-(3-((6-(3-cyano-1H-pyrazol-4-yl)-1H-indazol-4-yl)amino)propyl)propanamide ClC1=C(C=CC(=C1)CNCCC(=O)NCCCNC1=C2C=NNC2=CC(=C1)C=1C(=NNC1)C#N)C1=CC=CC=C1